4-fluoro-N-1H-pyrazolo[4,3-b]pyridin-5-yl-D-prolineamide FC1C[C@@H](NC1)C(=O)NC1=CC=C2C(=N1)C=NN2